(R)-8-(8-((6-amino-2-chloropyridin-3-yl)thio)-[1,2,4]tri-azolo[1,5-c]pyrimidin-5-yl)-8-azaspiro[4.5]decan-1-amine NC1=CC=C(C(=N1)Cl)SC=1C=2N(C(=NC1)N1CCC3(CCC[C@H]3N)CC1)N=CN2